3-(4-(trifluoromethyl)phenyl)(5-(1,2,4-oxadiazolyl)(3-pyridinyl)ethanone) FC(C1=CC=C(C=C1)C1(CN=CC(=C1)C1=NOC=N1)C(C)=O)(F)F